6-chloro-1-(3,5-diethyl-4-pyridinyl)-7-(2-fluorophenyl)-4-((2S)-2-methyl-4-(2-propenoyl)-1-piperazinyl)pyrido[2,3-d]pyrimidin-2(1H)-one ClC1=CC2=C(N(C(N=C2N2[C@H](CN(CC2)C(C=C)=O)C)=O)C2=C(C=NC=C2CC)CC)N=C1C1=C(C=CC=C1)F